C1=CC=C2C(=C1)C=CC=C2F fluoronaphthalene